CN(C(OC1=C(C=CC=C1)C1SCCS1)=O)C 2-(1,3-dithiolan-2-yl)phenyl dimethylcarbamate